C(C)(C)(C)NC(=O)N1CC=2N(CC1)C(=C(C2C(=O)N)C2=CC(=CC=C2)OCC2CC2)C2CC2 N2-tert-butyl-6-cyclopropyl-7-[3-(cyclopropylmethoxy)phenyl]-3,4-dihydropyrrolo[1,2-a]pyrazine-2,8(1H)-dicarboxamide